3-[3-(22,28-Difluoro-6-methyl-11-oxo-24-oxa-3,12,19,30-tetrazapentacyclo[23.3.1.12,5.015,23.016,20]triaconta-1(29),2,4,15,17,20,22,25,27-nonaen-6-yl)phenyl]propanoic acid FC=1C=C2NC=CC2=C2CCNC(CCCCC(C3=CN=C(C=4C(=CC=C(OC12)C4)F)N3)(C)C=3C=C(C=CC3)CCC(=O)O)=O